C1(CCCCC1)NC1CC(NC(C1)(C)C)(C)C 4-cyclohexylamino-2,2,6,6-tetramethylpiperidine